1-(3-(4-Methoxyphenyl)-1,2,4-oxadiazol-5-yl)-N-(((S)-1-(((S)-1-methylpiperidin-3-yl)methyl)pyrrolidin-3-yl)methyl)piperidine-4-carboxamide hemiformate C(=O)O.COC1=CC=C(C=C1)C1=NOC(=N1)N1CCC(CC1)C(=O)NC[C@H]1CN(CC1)C[C@@H]1CN(CCC1)C.COC1=CC=C(C=C1)C1=NOC(=N1)N1CCC(CC1)C(=O)NC[C@H]1CN(CC1)C[C@@H]1CN(CCC1)C